2,2'-diamino-biphenyldicarboxylic acid NC1(C(=CC=CC1C(=O)O)C1=C(C=CC=C1)N)C(=O)O